C(C)(C)(C)OC(=O)N=C(NC(OC(C)(C)C)=O)N1N=CC=C1 tert-butyl N-({[(tert-butoxy)carbonyl]imino}(1H-pyrazol-1-yl)methyl)carbamate